fumaric acid bis(2-isocyanatoethyl) ester N(=C=O)CCOC(\C=C\C(=O)OCCN=C=O)=O